3-bromo-2-fluoro-6-nitroaniline BrC=1C(=C(N)C(=CC1)[N+](=O)[O-])F